(2R,4S)-4-benzyl-5-oxopyrrolidine-1,2-dicarboxylic acid C(C1=CC=CC=C1)[C@H]1C[C@@H](N(C1=O)C(=O)O)C(=O)O